ClC=CP(O)(O)=O (2-chloroethenyl)phosphonic acid